CC(=O)N[C@@H]1[C@H]([C@@H]([C@H](O[C@@H]1OP(=O)(O)O[C@@H]2[C@H](O[C@@H]([C@@H]([C@H]2O)NC(=O)C)OP(=O)(O)O[C@@H]3[C@H](O[C@@H]([C@@H]([C@H]3O)NC(=O)C)OP(=O)(O)OCCCN)CO)CO)CO)O)O The molecule is an amino sugar phosphate that is 4-O-[4-O-(N-acetyl-alpha-D-glucosaminylphospho)-N-acetyl-alpha-D-glucosaminylphospho]-N-acetyl-alpha-D-glucosamine linked glycosidically to a (3-aminopropoxy)(hydroxy)phosphoryl group. It is a conjugate acid of a 4-O-[4-O-(2-acetamido-2-deoxy-alpha-D-glucosylphospho)-2-acetamido-2-deoxy-alpha-D-glucosylphospho]-2-acetamido-2-deoxy-alpha-D-glucosyl 3-aminopropyl phosphate(3-).